2-pentyl-9,10-bis(isopropoxy)anthracene C(CCCC)C1=CC2=C(C3=CC=CC=C3C(=C2C=C1)OC(C)C)OC(C)C